C[C@H]1N(CCNC1)C=1C=CC=C2C(=CN=CC12)N1C(NC(CC1)=O)=O 1-[8-[(2R)-2-methylpiperazin-1-yl]-4-isoquinolyl]hexahydropyrimidine-2,4-dione